S1C(=CC=C1)C1=NNC(C2=CC=CC=C12)=O 4-(thiophen-2-yl)phthalazin-1(2H)-one